5,7-bis(trideuteromethoxy)chroman-3-ol [2H]C(OC1=C2CC(COC2=CC(=C1)OC([2H])([2H])[2H])O)([2H])[2H]